CC(C=O)CC METHYL-BUTYRALDEHYDE